NC1=NC=C(C2=C1C(=C(N2C)C2=C(C=C(C=C2)NC(C(=C)C)=O)C)C2=CC=C(C=C2)OC2=NC=CC(=N2)C(F)(F)F)C#N N-(4-(4-amino-7-cyano-1-methyl-3-(4-((4-(trifluoromethyl)pyrimidin-2-yl)oxy)phenyl)-1H-pyrrolo[3,2-c]pyridin-2-yl)-3-methylphenyl)methacrylamide